methyl 4-formyl-1-methyl-5-[3-(trifluoromethyl)phenoxy]-1H-pyrazole-3-carboxylate C(=O)C=1C(=NN(C1OC1=CC(=CC=C1)C(F)(F)F)C)C(=O)OC